N-(4-chlorophenyl)-2,4-dihydroxy-N-(4-(hydroxycarbamoyl)benzyl)-5-isopropylbenzamide ClC1=CC=C(C=C1)N(C(C1=C(C=C(C(=C1)C(C)C)O)O)=O)CC1=CC=C(C=C1)C(NO)=O